(1R,3S,5R)-2-(2-(3-acetyl-5-(2-aminopyrimidin-5-yl)-1H-indazol-1-yl)acetyl)-N-(6-bromo-4-methoxypyridin-2-yl)-2-azabicyclo[3.1.0]hexane-3-carboxamide C(C)(=O)C1=NN(C2=CC=C(C=C12)C=1C=NC(=NC1)N)CC(=O)N1[C@@H]2C[C@@H]2C[C@H]1C(=O)NC1=NC(=CC(=C1)OC)Br